5-(4-Methoxyphenyl)-3-(1-(2-phenoxyethyl)-1H-benzo[d]imidazol-2-yl)isoxazole COC1=CC=C(C=C1)C1=CC(=NO1)C1=NC2=C(N1CCOC1=CC=CC=C1)C=CC=C2